2'-(ethenylidene-di-p-phenylene)bis[5-ethylbenzoxazole] C(=C)(C1=CC=C(C=C1)C=1OC2=C(N1)C=C(C=C2)CC)C2=CC=C(C=C2)C=2OC1=C(N2)C=C(C=C1)CC